Cl.NC=1C=CC(=C(C1)NC(=O)C=1C=NN2C1C=NC(=C2)C=2C=NN(C2)C)F N-(5-amino-2-fluorophenyl)-6-(1-methyl-1H-pyrazol-4-yl)pyrazolo[1,5-a]pyrazine-3-carboxamide hydrochloride